3,5-bis(trifluoromethylphenyl)aniline FC(F)(F)C1=C(C=CC=C1)C=1C=C(N)C=C(C1)C1=C(C=CC=C1)C(F)(F)F